1-BENZYL-5-CHLORO-3-(METHOXYMETHYL)-1H-PYRAZOLE-4-CARBALDEHYDE C(C1=CC=CC=C1)N1N=C(C(=C1Cl)C=O)COC